ClC1=NC(=NC(=N1)Cl)OCC(C(F)F)(F)F 2,4-dichloro-6-[(2,2,3,3-tetrafluoropropyl)oxy]1,3,5-triazine